Methyl 2-((((9H-fluoren-9-yl)methoxy)carbonyl)amino)-3-methyl-3-(tritylthio)butanoate C1=CC=CC=2C3=CC=CC=C3C(C12)COC(=O)NC(C(=O)OC)C(C)(SC(C1=CC=CC=C1)(C1=CC=CC=C1)C1=CC=CC=C1)C